FC(C(C(F)(F)F)(C=1C=C2C(CC(C2=CC1)=O)=O)C=1C=C2C(CC(C2=CC1)=O)=O)(F)F 5-(2,2,2-trifluoro-1-(5-indan-1,3-dionyl)-1-trifluoromethyl-1-ethyl)-indan-1,3-dione